2-(2-Methylpyridin-4-yl)imidazo[1,2-a]pyrimidine CC1=NC=CC(=C1)C=1N=C2N(C=CC=N2)C1